FC=1C=C(C=C(C1)F)C1CCN2N=C(C=C21)NC([C@@H](C)O)=O (2R)-N-(4-(3,5-difluorophenyl)-5,6-dihydro-4H-pyrrolo[1,2-b]pyrazol-2-yl)-2-hydroxypropanamide